9,9'-(5-(4,6-diphenylpyrimidin-2-yl)-1,3-phenylene)bis(3-(9,9'-spirobi[fluoren]-3-yl)-9H-carbazole) C1(=CC=CC=C1)C1=NC(=NC(=C1)C1=CC=CC=C1)C=1C=C(C=C(C1)N1C2=CC=CC=C2C=2C=C(C=CC12)C=1C=CC=2C3(C4=CC=CC=C4C2C1)C1=CC=CC=C1C=1C=CC=CC13)N1C3=CC=CC=C3C=3C=C(C=CC13)C=1C=CC=3C2(C4=CC=CC=C4C3C1)C1=CC=CC=C1C=1C=CC=CC12